2-(4-tert-butyl-2-methyl-phenyl)-6-[2-methoxyethyl(methyl)amino]-1H-1,5-naphthyridin-4-one C(C)(C)(C)C1=CC(=C(C=C1)C=1NC2=CC=C(N=C2C(C1)=O)N(C)CCOC)C